3,6-Dibromo-1,2,4,5-benzenetetracarbonitrile BrC1=C(C(=C(C(=C1C#N)C#N)Br)C#N)C#N